3-{2-[2-(2-{2-[methyl-(2,2,2-trifluoro-acetyl)-amino]-ethoxy}-ethoxy)-ethoxy]-ethoxy}-propionic acid CN(CCOCCOCCOCCOCCC(=O)O)C(C(F)(F)F)=O